C(C)(C)(C)OC(=O)N1C=CC2=C(C(=CC(=C12)C)C1CC1)C[C@@H]1CN(C[C@H]1C1=CC=C(C=C1)C#N)C |r| rac-4-(((3S,4R)-4-(4-cyanophenyl)-1-methylpyrrolidin-3-yl)methyl)-5-cyclopropyl-7-methyl-1H-indole-1-carboxylic acid tert-butyl ester